(5-amino-2-methyl-6-morpholino-3H-benzofuran-2-yl)methanol NC=1C(=CC2=C(CC(O2)(C)CO)C1)N1CCOCC1